OC1=C(CN2CC3CCC(C2)C3O)C=C(C=C1)[N+](=O)[O-] 3-(2-Hydroxy-5-nitrobenzyl)-3-azabicyclo[3.2.1]octane-8-ol